C(C)(C)C1CC(CC1)=CCC1OCCO1 2-(2-(3-isopropylcyclopentylidene)ethyl)-1,3-dioxolane